5-(2-fluoro-6-hydroxy-3-(1-phenyl-1H-imidazol-4-yl)phenyl)-1,2,5-thiadiazolidin-3-one 1,1-dioxide FC1=C(C(=CC=C1C=1N=CN(C1)C1=CC=CC=C1)O)N1CC(NS1(=O)=O)=O